(S)-tert-butyl 4-(((R)-3-(4-chlorobenzyl)-1-((4-nitrophenyl) sulfonyl) piperidin-3-yl) carbamoyl)-2,2-dimethyloxazolidine-3-carboxylate ClC1=CC=C(C[C@]2(CN(CCC2)S(=O)(=O)C2=CC=C(C=C2)[N+](=O)[O-])NC(=O)[C@H]2N(C(OC2)(C)C)C(=O)OC(C)(C)C)C=C1